C(=O)C1=CC=C(C=C1)C=1N=C(N(N1)C1=CC=C(C=C1)OC(F)(F)F)NS(=O)(=O)C N-[5-(4-Formylphenyl)-2-[4-(trifluoromethoxy)phenyl]-1,2,4-triazol-3-yl]methanesulfonamid